8-((4-methoxybenzyl)oxy)-6-morpholinoquinoxalin-2(1H)-one COC1=CC=C(COC=2C=C(C=C3N=CC(NC23)=O)N2CCOCC2)C=C1